ClC1=C(C=C(C(=O)NO)C=C1)OCCCOC=1C(=NC(=NC1CC)N)N 4-Chloro-3-[3-(2,4-diamino-6-ethylpyrimidin-5-yloxy)propoxy]-N-hydroxybenzamide